tert-butyl (2S)-2-(((2-(2,6-dioxopiperidin-3-yl)-1-oxoisoindolin-5-yl)methyl)carbamoyl)pyrrolidine-1-carboxylate O=C1NC(CCC1N1C(C2=CC=C(C=C2C1)CNC(=O)[C@H]1N(CCC1)C(=O)OC(C)(C)C)=O)=O